[NH+]12NCC(CC1)CC2 aza-1-azoniabicyclo[2.2.2]octane